C(C)(C)(C)OC(=O)NC=1N=C(SC1)C(=O)O 4-((tert-butoxycarbonyl)amino)thiazole-2-carboxylic acid